methyl-1-sila-2-azacyclopentane C[SiH]1NCCC1